5-chloro-2-hydroxy-N-(5-trifluoromethyl-3-pyridyl)-benzamide ClC=1C=CC(=C(C(=O)NC=2C=NC=C(C2)C(F)(F)F)C1)O